CCCCC(C(=O)O)NC(=O)OC(C)(C)C N-Boc-aminocaproic acid